tert-butyl 4-(4-(6-amino-2-fluoro-5-(1-oxo-1,2,3,4-tetrahydroisoquinolin-6-yl)pyridin-3-yl) phenyl)-4-fluoropiperidine-1-carboxylate NC1=C(C=C(C(=N1)F)C1=CC=C(C=C1)C1(CCN(CC1)C(=O)OC(C)(C)C)F)C=1C=C2CCNC(C2=CC1)=O